6-bromo-2-ethoxy-4-(4-(prop-1-yn-1-yl)phenyl)thiazolo[4,5-b]pyridin-5(4H)-one BrC1=CC2=C(N(C1=O)C1=CC=C(C=C1)C#CC)N=C(S2)OCC